S-(4-formyl-2-methoxy-3-methyl-phenyl) N,N-dimethylcarbamothioate CN(C(SC1=C(C(=C(C=C1)C=O)C)OC)=O)C